C(C)(C)(C)C1=C(C(=CC(=C1)SC(C)(C)SC1=CC(=C(C(=C1)C(C)(C)C)O)C(C)(C)C)C(C)(C)C)[O-] 2,6-di-tert-butyl-4-({2-[(3,5-di-tert-butyl-4-hydroxyphenyl)sulfanyl]prop-2-yl}sulfanyl)phenolate